C(C=C)(=O)C1C2(N(CCC1)C1=CC=C(C=C1)C)NC1=CC=CC=C1C2 3'-acryloyl-1'-p-tolyl-spiro[indoline-2,2'-piperidine]